r-4-vinylpyridine C(=C)C1=CC=NC=C1